5-bromo-4-(trifluoromethyl)-2-aminopyridine BrC=1C(=CC(=NC1)N)C(F)(F)F